O=C1C[C@H](N(C1)C(=O)OC(C)(C)C)C(=O)OCC1=CC=CC=C1 (S)-2-Benzyl 1-tert-butyl 4-oxopyrrolidine-1,2-dicarboxylate